ditolyltin chloride C1(=C(C=CC=C1)[Sn](C1=C(C=CC=C1)C)(Cl)Cl)C